CC1=NC2=CC=CC=C2C(=C1)N methylquinolin-4-amine